2-[[2-chloro-5-hydroxy-4-(2-methylallyloxy)phenyl]methyl]-4,4-dimethyl-isoxazolidin-3-one ClC1=C(C=C(C(=C1)OCC(=C)C)O)CN1OCC(C1=O)(C)C